C12(CC3CC(CC(C1)C3)C2)CN2N=CC(=C2C)C2=C(C3=C(N(C=N3)C=3N=NC(=CC3)NC=3SC1=C(N3)C=CC=C1)C=C2)C(=O)O 5-(1-(adamantan-1-ylmethyl)-5-methyl-1H-pyrazol-4-yl)-1-(6-(benzo[d]thiazol-2-ylamino)pyridazin-3-yl)-1H-benzo[d]imidazole-4-carboxylic acid